C(CCCCCCC)C(C(CCCCCCCC)O)O dioctylethylene glycol